CS(=O)(=O)OCC(COCCCCCCCC\C=C/CCCCCCCC)OCCCCCCCC\C=C/CCCCCCCC 2,3-bis[(Z)-octadec-9-enoxy]propyl methanesulfonate